7-chloro-1H-indole-2-carbonyl chloride ClC=1C=CC=C2C=C(NC12)C(=O)Cl